O=C1C2(CCN(C2)C(=O)C=2C=CC3=C(N=C(S3)NC(OC(C)(C)C)=O)C2)CCC(N1)=O tert-butyl (5-(6,8-dioxo-2,7-diazaspiro[4.5]decane-2-carbonyl) benzo[d]thiazol-2-yl)carbamate